2-(Ethyl(6-ethyl-2-(1-(2-(3-hydroxyazetidin-1-yl)-2-oxoethyl)piperidin-4-yl)imidazo[2,1-b]thiazol-5-yl)amino)-4-(4-fluorophenyl)thiazole-5-carbonitrile C(C)N(C=1SC(=C(N1)C1=CC=C(C=C1)F)C#N)C1=C(N=C2SC(=CN21)C2CCN(CC2)CC(=O)N2CC(C2)O)CC